N-propylimidazole chloride salt [Cl-].C(CC)N1C=NC=C1